COC(C1=C(C(=CC(=C1)Br)OCC1=CC=CC=C1)N)=O.C(C)(=O)N1CCN(CC1)CC1=C(C(=O)NC2=CC(=CC(=C2)C(F)(F)F)N2C=NC(=C2)C)C=CC=C1 ((4-Acetylpiperazin-1-yl)methyl)-N-(3-(4-methyl-1H-imidazol-1-yl)-5-(trifluoromethyl)phenyl)benzamide methyl-2-amino-3-(benzyloxy)-5-bromobenzoate